((E)-(9-ethyl-β-carbolin-3-yl)methylenehydrazino)indol-2-one C(C)N1C2=CC=CC=C2C=2C=C(N=CC12)\C=N\NC=1C(N=C2C=CC=CC12)=O